COC([C@@H](NC(=O)OC(C)(C)C)[C@H](OCC(C)=O)C)=O N-(tert-butoxycarbonyl)-O-(2-oxopropyl)-L-threonine methyl ester